1-methyl-5-(morpholine-4-carbonyl)-1H-indol-2-carboxylic Acid CN1C(=CC2=CC(=CC=C12)C(=O)N1CCOCC1)C(=O)O